The molecule is a phenolate anion obtained by deprotonation of the hydroxy group located at the position ortho to the carbonyl group of isoliquiritigenin. It is the major microspecies at pH 7.3 (according to Marvin v 6.2.0.). It is a conjugate base of an isoliquiritigenin. C1=CC(=CC=C1/C=C/C(=O)C2=C(C=C(C=C2)O)[O-])O